OC1=C2N=CNC2=NC(=N1)NC(C(C)C)=O N-(6-hydroxy-9H-purin-2-yl)-2-methyl-propanamide